tert-butyl-4-(3-(dimethylamino)acryloyl)piperidine C(C)(C)(C)N1CCC(CC1)C(C=CN(C)C)=O